CC(C)C1=C(C(=CC(=C1)C(C)C)C(C)C)C1=C(C=CC=C1)P (2-[2,4,6-tris(propan-2-yl)phenyl]phenyl)phosphane